4-(4-{[2-(4-chlorophenyl)-4,4-dimethylcyclohex-1-en-1-yl]methyl}piperazin-1-yl)-N-[(3-nitro-4-{[(oxan-4-yl)methyl]amino}phenyl)sulfonyl]-2-[(1H-pyrrolo[2,3-b]pyridin-5-yl)oxy]benzamide ClC1=CC=C(C=C1)C1=C(CCC(C1)(C)C)CN1CCN(CC1)C1=CC(=C(C(=O)NS(=O)(=O)C2=CC(=C(C=C2)NCC2CCOCC2)[N+](=O)[O-])C=C1)OC=1C=C2C(=NC1)NC=C2